BrCC1=CC=C(C2=CC=CC=C12)C#N 4-(bromomethyl)-1-naphthalenenitrile